4-(prop-2-yne-1-yloxy)benzaldehyde C(C#C)OC1=CC=C(C=O)C=C1